NC1=CC=C(C=C1)C=1SC(=CN1)C1=C(C=C(C=C1)N(C(=O)N(C)CC1=CC=CC=C1)C)S(=O)(=O)NC(C)(C)C 2-(2-(4-aminophenyl)thiazol-5-yl)-5-(3-benzyl-1,3-dimethylureido)-N-(tert-butyl)benzenesulfonamide